C1(C=CC(N1C(C(=O)O)CC)=O)=O maleimidobutanoic acid